tert-butyl 4-(4-bromo-3-methyl-1H-pyrazol-1-yl)piperidine-1-carboxylate BrC=1C(=NN(C1)C1CCN(CC1)C(=O)OC(C)(C)C)C